ClC=1C2=C(C(=NC1)C1=CC=C(C(=O)NC34CCC(CC3)(CC4)O)C=C1)C=CN2 4-(7-chloro-1H-pyrrolo[3,2-c]pyridin-4-yl)-N-(4-hydroxybicyclo[2.2.2]oct-1-yl)benzamide